NC1=CC=C(C(=N1)C(=O)OC)N1N=CC=N1 methyl 6-amino-3-(2H-1,2,3-triazol-2-yl)picolinate